C(C1CO1)OC[SiH2]C(OCC)OCC glycidoxymethyl-diethoxymethyl-silane